ClC1=C(C=CC(=C1)Cl)C=1CCCC2=C(C1C1=CC(=C(C(=C1)F)CC1CN(C1)CCCF)F)C=CC=C2 8-(2,4-Dichlorophenyl)-9-(3,5-difluoro-4-((1-(3-fluoropropyl)azetidin-3-yl)methyl)phenyl)-6,7-dihydro-5H-benzo[7]annulen